(1R,4s)-4-(3-(((R)-2-(2-Fluorophenyl)-2-hydroxyethyl)amino)-3-methyl-butyl)cyclohexan-1-ol FC1=C(C=CC=C1)[C@H](CNC(CCC1CCC(CC1)O)(C)C)O